(R)-N-(3-((2-cyclopropyl-6-fluoro-4-(imidazolidin-2-ylidenemethyl)phenyl)amino)phenyl)pyrrolidine-2-carboxamide C1(CC1)C1=C(C(=CC(=C1)C=C1NCCN1)F)NC=1C=C(C=CC1)NC(=O)[C@@H]1NCCC1